oxalic acid, cyanide C(C(=O)C#N)(=O)C#N